C(C)(C)(C)N1C(=NC2=C1C=C(C=C2)OC2=C(C=C(C=C2Cl)N2N=C(C(NC2=O)=O)C#N)Cl)OC (4-((1-(tert-butyl)-2-methoxy-1H-benzo[d]imidazol-6-yl)oxy)-3,5-dichlorophenyl)-3,5-dioxo-2,3,4,5-tetrahydro-1,2,4-triazine-6-carbonitrile